C(C)(C)(C)OC(=O)N1CCC(CC1)OCCOCC(=O)O 2-(2-((1-(tert-butoxycarbonyl)piperidin-4-yl)oxy)ethoxy)acetic Acid